[Si](C1=CC=CC=C1)(C1=CC=CC=C1)(C(C)(C)C)O[C@@H]1C[C@H](NC1)C(=O)N[C@@H](C)C1=CC=C(C=C1)C1=C(N=CS1)C (2S,4R)-4-[tert-butyl(diphenyl)silyl]oxy-N-[(1S)-1-[4-(4-methylthiazol-5-yl)phenyl]ethyl]pyrrolidine-2-carboxamide